OC=1C=C(C(=O)OC2C(OC3=CC(=CC(=C3C2)O)O)C2=CC(=C(C=C2)O)O)C=C(C1O)O [2-(3,4-Dihydroxyphenyl)-5,7-dihydroxy-3,4-dihydro-2H-chromen-3-yl] 3,4,5-trihydroxybenzoate